(1s,4s)-bicyclo[2.2.1]Heptane-1-carboxylate C12(CCC(CC1)C2)C(=O)[O-]